C(N)(=N)C1=C2C=C(NC2=CC(=C1)C(N)=N)C1=CC=CC=C1 4,6-Diamidino-2-phenylindol